FC1=C(C(=CC=C1)F)C1=C(C=CC(N1CC)=O)C=1SC=CC1 6-(2,6-difluorophenyl)-1-ethyl-5-(thiophen-2-yl)pyridin-2(1H)-one